FC(C=1C2=C(C(NC1)=O)N(C=C2)COCC[Si](C)(C)C)(F)F 4-(trifluoromethyl)-1-{[2-(trimethylsilyl)ethoxy]methyl}-1,6-dihydro-7H-pyrrolo[2,3-c]pyridin-7-one